NC1=NC=NC=2C3=C(CC(C12)(C)C)C(=C(C=C3)O[C@@H]3CC[C@@H](CC3)NC(=O)OC(C)(C)C)N(CC(=O)OCC)C ethyl 2-[[4-amino-8-[cis-4-(tert-butoxycarbonylamino)cyclohexoxy]-5,5-dimethyl-6H-benzo[h]quinazolin-7-yl]-methyl-amino]acetate